dimethylpyrido[4,3-d]pyrimidin-4-amine CC1=NC=CC=2N=C(N=C(C21)N)C